5-(2-chloro-1,1-difluoroethyl)-2-fluoro-5,10-dihydro-11H-dibenzo[b,e][1,4]diazepin-11-one ClCC(F)(F)N1C2=C(NC(C3=C1C=CC(=C3)F)=O)C=CC=C2